(2S,4R)-4-(cyclopropanesulfonylamino)-N1-(5-(2-(diethylamino)pyrimidin-4-yl)-4-methylthiazol-2-yl)pyrrolidine-1,2-dicarboxamide C1(CC1)S(=O)(=O)N[C@@H]1C[C@H](N(C1)C(=O)NC=1SC(=C(N1)C)C1=NC(=NC=C1)N(CC)CC)C(=O)N